(R)-1-(1-(1-((1-(4-(4-(3-Amino-6-(2-hydroxyphenyl)pyridazin-4-yl)morpholin-2-yl)-3-methylbenzoyl)piperidin-4-yl)methyl)piperidin-4-yl)-5-methyl-1H-indol-4-yl)dihydropyrimidine NC=1N=NC(=CC1N1C[C@H](OCC1)C1=C(C=C(C(=O)N2CCC(CC2)CN2CCC(CC2)N2C=CC3=C(C(=CC=C23)C)N2CNCC=C2)C=C1)C)C1=C(C=CC=C1)O